BrCC1=CC(=C(C=C1)OC)Cl 4-bromomethyl-2-chloro-1-methoxybenzene